N-(cyclopentanesulfonyl)-4-[(1S,4R,5R)-5-{[5-cyclopropyl-3-(2,6-dichlorophenyl)-1,2-oxazol-4-yl]methoxy}-3-oxo-2-azabicyclo[2.2.1]heptan-2-yl]benzamide C1(CCCC1)S(=O)(=O)NC(C1=CC=C(C=C1)N1[C@@H]2C[C@H]([C@H](C1=O)C2)OCC=2C(=NOC2C2CC2)C2=C(C=CC=C2Cl)Cl)=O